7-((5-(4-hydroxy-4-(morpholinomethyl)piperidin-1-yl)pyridin-2-yl)amino)-4-(1-methyl-1H-pyrrolo[2,3-b]pyridin-4-yl)isoindolin-1-one OC1(CCN(CC1)C=1C=CC(=NC1)NC=1C=CC(=C2CNC(C12)=O)C1=C2C(=NC=C1)N(C=C2)C)CN2CCOCC2